N=1C=NN2C1C(=CC=C2)CCCC2CC1N(CCNC1C(=O)[O-])C2=O 7-(3-([1,2,4]triazolo[1,5-a]pyridin-8-yl)propyl)hexahydropyrrolo[1,2-a]pyrazin-6(2H)-onecarboxylate